1-(2-(1H-indol-3-yl)ethyl)-7-methoxy-6-phenoxy-2-((tetrahydro-2H-pyran-4-yl)methyl)-1,2,3,4-tetrahydroisoquinoline N1C=C(C2=CC=CC=C12)CCC1N(CCC2=CC(=C(C=C12)OC)OC1=CC=CC=C1)CC1CCOCC1